NC(CCP(O)(=O)CCCCCCCCCC)=NO (3-amino-3-(hydroxyimino)propyl)(n-decyl)phosphinic acid